C1(CCCC1)N1C(C2C34C5CC(=CCC5C(C2CC1)C4)C3)=O 4-cyclopentyl-4-aza-pentacyclo[10.2.1.11,8.02,7.09,14]-11-hexadecene-3-one